[Ag]Cl silver chloride